ClC1=C(C=CC=C1)[C@]1(C(CCCC1)=O)CNC(OC(C)OC(CN(C(C)=O)C)=O)=O 1-(2-(N-methylacetamido)acetoyloxy)ethyl (S)-1-(2-chlorophenyl)-2-oxocyclohexylmethylcarbamate